COC=1C=C(CN(C2=CC(=NC=C2)CN2CCCCC2)CC2=CC=C(C=C2)N2CCCC2)C=CC1 N-(3-methoxybenzyl)-2-(piperidin-1-ylmethyl)-N-(4-(pyrrolidin-1-yl)benzyl)pyridin-4-amine